boric acid, disodium salt [Na+].[Na+].B([O-])([O-])O